C(C)(C)(C)OC(=O)N1CC(C1)N1CC2=CC=C(C=C2CC1)C=1N=NN(C1)CC1=C(C=C(C=C1)C=1OC(=NN1)C(F)F)F 3-(6-(1-(4-(5-(difluoromethyl)-1,3,4-oxadiazol-2-yl)-2-fluorobenzyl)-1H-1,2,3-triazol-4-yl)-3,4-dihydroisoquinolin-2(1H)-yl)azetidine-1-carboxylic acid tert-butyl ester